4-chloro-5-iodo-2-(tetrahydro-2H-pyran-2-yl)pyridazin-3(2H)-one ClC=1C(N(N=CC1I)C1OCCCC1)=O